C(#N)CCNC(=O)C1=CC2=C(CN(C2)C2=NOC(C2)(C(F)(F)F)C2=CC(=CC(=C2)Cl)Cl)S1 N-(2-cyanoethyl)-5-(5-(3,5-dichlorophenyl)-5-(trifluoromethyl)-4,5-dihydroisoxazol-3-yl)-5,6-dihydro-4H-thieno[2,3-c]pyrrole-2-carboxamide